N-[5-(5-bromo-1,3-benzoxazol-2-yl)-8-(methylamino)-2,7-naphthyridin-3-yl]cyclopropanecarboxamide BrC=1C=CC2=C(N=C(O2)C2=C3C=C(N=CC3=C(N=C2)NC)NC(=O)C2CC2)C1